C(CCCCCCCCCCC)OC(CCCCCCCCCCC)=O dodecanoic acid-n-dodecyl ester